tetraethylene glycol dicaprate C(=O)(CCCCCCCCC)OCCOCCOCCOCCOC(=O)CCCCCCCCC